tert-butyl (2S)-2-(hydroxymethyl)-5-methoxy-pyrrolidine-1-carboxylate OC[C@H]1N(C(CC1)OC)C(=O)OC(C)(C)C